N-((1S,3S)-3-(azetidin-1-yl)-2,3-dihydro-1H-inden-1-yl)-2,2,2-trifluoroacetamide N1(CCC1)[C@H]1C[C@@H](C2=CC=CC=C12)NC(C(F)(F)F)=O